methoxy-N-methyl-6'-(3-methyl-1H-pyrrolo[2,3-c]pyridin-2-yl)spiro[cyclobutane-1,3'-indol]-2'-amine COC1=C2C3(C(=NC2=CC(=C1)C1=C(C=2C(=CN=CC2)N1)C)NC)CCC3